[F-].[Mg+2].[Cu+2].[F-].[F-].[F-] copper-magnesium fluoride